C1(=CC=CC=C1)C(C(O)=NO)CC phenylbutyric acid oxime